C[C@H](CCOC1=CC=C(C=C1)[C@@H](CC(=O)O)C#CC)CCC=C(C)C (3R)-3-(4-{[(3S)-3,7-dimethyloct-6-en-1-yl]oxy}phenyl)hex-4-ynoic acid